1-(tert-butyl) 3-methyl (R)-4-(4-((tert-butoxycarbonyl)amino)-2'-fluoro-5'-(trifluoromethyl)-[1,1'-biphenyl]-3-carbonyl)piperazine-1,3-dicarboxylate C(C)(C)(C)OC(=O)NC1=C(C=C(C=C1)C1=C(C=CC(=C1)C(F)(F)F)F)C(=O)N1[C@H](CN(CC1)C(=O)OC(C)(C)C)C(=O)OC